ClC1=CC2=C(N(C(N=C2N2[C@H](CN(CC2)C(C=C)=O)C)=O)C=2C(=NC=CC2C)CC)N=C1C1=C(C=CC=C1O)F 6-chloro-1-(2-ethyl-4-methyl-3-pyridinyl)-7-(2-fluoro-6-hydroxyphenyl)-4-((2S)-2-methyl-4-(2-propenoyl)-1-piperazinyl)pyrido[2,3-d]pyrimidin-2(1H)-one